N-(3-(2'-fluoro-[1,1'-biphenyl]-4-yl)propyl)-1H-benzo[d]imidazole-5-carboxamide FC1=C(C=CC=C1)C1=CC=C(C=C1)CCCNC(=O)C1=CC2=C(NC=N2)C=C1